C12N(CC(NC1)CC2)C=2C1=C(N=C(N2)OC([2H])([2H])[C@H]2N(CCC2)C)CN(CC1)C1=CC(=CC2=CC=C(C(=C12)CC)F)O 4-(4-(2,5-Diazabicyclo[2.2.2]octan-2-yl)-2-(((S)-1-methylpyrrolidin-2-yl)methoxy-d2)-5,8-dihydropyrido[3,4-d]pyrimidin-7(6H)-yl)-5-ethyl-6-fluoronaphthalen-2-ol